2-[2-amino-N-[(6-chloro-4-methyl-3-pyridyl)sulfonyl]-6-methyl-anilino]acetic acid NC1=C(N(S(=O)(=O)C=2C=NC(=CC2C)Cl)CC(=O)O)C(=CC=C1)C